Tetraethoxygermanium C(C)O[Ge](OCC)(OCC)OCC